S1C(=NC2=C1C=CC=C2)C(=O)[C@H](CCCNC(=N)N)NC([C@H](CCC(C)C)NC(=O)[C@H](CCCCNC(=N)N)NC([C@@H](CC2=CNC1=CC=CC=C21)NC(C)=O)=O)=O N-[(S)-1-[(1,3-benzothiazol-2-yl)carbonyl]-4-guanidinobutyl](S)-2-[(S)-1-[(R)-2-acetylamino-3-(3-indolyl)propionylamino]-5-guanidinopentylcarbonylamino]-5-methylhexanamide